4-oxo-6-((1R,2R)-2-(pyrimidin-2-yl)cyclobutyl)-1-((R)-1-(5-(trifluoromethyl)pyrazin-2-yl)ethyl)-4,5-dihydro-1H-pyrazolo[3,4-d]pyrimidine-3-carbonitrile O=C1C2=C(N=C(N1)[C@H]1[C@@H](CC1)C1=NC=CC=N1)N(N=C2C#N)[C@H](C)C2=NC=C(N=C2)C(F)(F)F